5-((2R,4S)-4-(6,7-dimethyl-4-(3-(trifluoromethyl)bicyclo[1.1.1]pentan-1-yl)pteridin-2-yl)tetrahydro-2H-pyran-2-yl)-1-(5-methylthiophen-3-yl)pyridin-2(1H)-one CC=1N=C2C(=NC(=NC2=NC1C)[C@@H]1C[C@@H](OCC1)C=1C=CC(N(C1)C1=CSC(=C1)C)=O)C12CC(C1)(C2)C(F)(F)F